ethyl 3-(dimethylamino)acrylate CN(C=CC(=O)OCC)C